2-(1-amino-2,2,2-trifluoroethyl)-8-(1,3-dimethyl-1H-pyrazol-5-yl)-N-((5-fluoro-2,3-dihydrobenzofuran-4-yl)methyl)imidazo[1,2-c]pyrimidin-5-amine NC(C(F)(F)F)C=1N=C2N(C(=NC=C2C2=CC(=NN2C)C)NCC2=C(C=CC3=C2CCO3)F)C1